2-[3-fluoro-5-(4,4,5,5-tetramethyl-1,3,2-dioxaborolan-2-yl)phenyl]acetamide FC=1C=C(C=C(C1)B1OC(C(O1)(C)C)(C)C)CC(=O)N